[Ti].N1=C(N)N=C(N)N=C1N melamine titanium